ClC1=NC=CC2=C1N=CN2 4-chloroimidazo[4,5-C]pyridine